5-amino-8-(4-(3,4-dichlorobenzyl)piperazin-1-yl)-5-((2-morpholinoethoxy)carbonyl)octylboronic acid NC(CCCCB(O)O)(CCCN1CCN(CC1)CC1=CC(=C(C=C1)Cl)Cl)C(=O)OCCN1CCOCC1